2-amino-1-(1-benzylpyrazol-4-yl)ethanol NCC(O)C=1C=NN(C1)CC1=CC=CC=C1